3-(6-bromopyridin-3-yl)pyrazolo[5,1-b]oxazole-7-carboxylic acid ethyl ester C(C)OC(=O)C=1C=NN2C1OC=C2C=2C=NC(=CC2)Br